3-[6-[1-([4-[6-(dimethylamino)-2-methyl-1-oxo-2,7-naphthyridin-4-yl]-2,6-dimethoxyphenyl]methyl)piperidin-4-yl]-1-oxo-3H-isoindol-2-yl]piperidine-2,6-dione CN(C=1C=C2C(=CN(C(C2=CN1)=O)C)C1=CC(=C(C(=C1)OC)CN1CCC(CC1)C1=CC=C2CN(C(C2=C1)=O)C1C(NC(CC1)=O)=O)OC)C